bis(N-(4-pyridylmethyl)ethylthiocarbamoyl)disulphide N1=CC=C(C=C1)CN(C(=S)SSC(N(CC1=CC=NC=C1)CC)=S)CC